C(C)(C)(C)OC(=O)C1CC2(CC2)CC1 spiro[2.4]heptane-5-carboxylic acid tert-butyl ester